N[C@H](C(=O)OCC1=CC=CC=C1)COCC1=CC=CC=C1 benzyl (2S)-2-amino-3-benzyloxypropanoate